C(C)(C)C1=CC(=NN1)C(=O)N1CC2(CN(C2)C(C(C)(C)C)=O)C1 1-[6-(5-Isopropyl-1H-pyrazole-3-carbonyl)-2,6-diazaspiro[3.3]heptan-2-yl]-2,2-dimethyl-propan-1-one